(3S,4R)-4-((7-(1-(tert-butyl)piperidin-4-yl)-5-fluoropyrrolo[2,1-f][1,2,4]triazin-2-yl)amino)tetrahydro-2H-pyran-3-ol C(C)(C)(C)N1CCC(CC1)C1=CC(=C2C=NC(=NN21)N[C@H]2[C@@H](COCC2)O)F